CC1=C(C=C(C=C1)C)CC(=O)Cl 2,5-dimethyl-benzeneacetyl chloride